ClC1=C(C=C(CN2C[C@@H](N(C[C@H]2C)C=2C=3N=CN(C3N3C(N2)=NN=C3)C[C@H]3OCCC3)C)C=C1)F 4-((2S,5R)-4-(4-chloro-3-fluorobenzyl)-2,5-dimethylpiperazin-1-yl)-1-(((S)-tetrahydrofuran-2-yl)methyl)-1H-[1,2,4]triazolo[3,4-b]purine